(E)-1-(5-methoxy-4-methyl-2-nitrostyryl)pyrrolidine COC=1C(=CC(=C(/C=C/N2CCCC2)C1)[N+](=O)[O-])C